C(CCCCCCCCCCC)OS(=O)(=O)C=1C(=CC=CC1)S(=O)(=O)[O-].[Ca+2].C(CCCCCCCCCCC)OS(=O)(=O)C=1C(=CC=CC1)S(=O)(=O)[O-] calcium dodecylbenzenedisulfonate